C[Si](CCOCN1C=C(C=2C1=NC=CC2)C(=O)O)(C)C 1-(2-trimethylsilylethoxymethyl)pyrrolo[2,3-b]pyridine-3-carboxylic acid